1-(3-(((4,4-bis(octyloxy)butanoyl)oxy)methyl)-5-(((4-(((2-(pyrrolidin-1-yl)ethyl)carbamoyl)oxy)decanoyl)oxy)methyl)benzyl) 8-(2-butyloctyl) octanedioate C(CCCCCCC(=O)OCC(CCCCCC)CCCC)(=O)OCC1=CC(=CC(=C1)COC(CCC(CCCCCC)OC(NCCN1CCCC1)=O)=O)COC(CCC(OCCCCCCCC)OCCCCCCCC)=O